1,2-dihydro-2,2,4-trimethyl-quinoline methyl-3-(4-((3-(furan-2-yl)phenyl)carbamoyl)-3-methyl-5-oxo-4,5-dihydro-1H-pyrazol-1-yl)benzoate COC(C1=CC(=CC=C1)N1N=C(C(C1=O)C(NC1=CC(=CC=C1)C=1OC=CC1)=O)C)=O.CC1(NC2=CC=CC=C2C(=C1)C)C